2-chloro-N-(3-((6-((3,4-dimethoxyphenethyl)amino)pyrimidin-4-yl)oxy)phenyl)acetamide ClCC(=O)NC1=CC(=CC=C1)OC1=NC=NC(=C1)NCCC1=CC(=C(C=C1)OC)OC